bis[(3-ethyloxetan-3-yl)methoxy]diethoxysilane C(C)C1(COC1)CO[Si](OCC)(OCC)OCC1(COC1)CC